tert-butyl 6-(6-cyanopyridin-2-yl)-2,6-diazaspiro[3.3]heptane-2-carboxylate C(#N)C1=CC=CC(=N1)N1CC2(CN(C2)C(=O)OC(C)(C)C)C1